5-(3-methylbenzoyl)indolizine CC=1C=C(C(=O)C=2N3C=CC=C3C=CC2)C=CC1